3-hydroxy-5-(m-tolyloxy)isobenzofuran-1(3H)-one OC1OC(C2=CC=C(C=C12)OC=1C=C(C=CC1)C)=O